N-(azetidin-3-yl)-4-(2-cyano-7-((5-cyclopropyl-7-methyl-1H-indol-4-yl)methyl)-7-azaspiro[3.5]nonan-6-yl)benzamide N1CC(C1)NC(C1=CC=C(C=C1)C1CC2(CC(C2)C#N)CCN1CC1=C2C=CNC2=C(C=C1C1CC1)C)=O